ClC=1C=C2C=NN(C2=C(C1)C(=O)O)CC=1C=NC(=NC1)C1=CC(=C(C=C1)F)OC 5-chloro-1-((2-(4-fluoro-3-methoxyphenyl)pyrimidin-5-yl)methyl)-1H-indazole-7-carboxylic acid